5-((tert-butyldimethylsilyl)oxy)-2-chloroaniline [Si](C)(C)(C(C)(C)C)OC=1C=CC(=C(N)C1)Cl